NC1=C(C(=NC=2N1N=C(C2CC)C)NCCC2=NC=C(C=C2)OC)C#N 7-amino-3-ethyl-5-((2-(5-methoxypyridin-2-yl)ethyl)amino)-2-methylpyrazolo[1,5-a]pyrimidine-6-carbonitrile